(S)-2'-methyl-6-((1-methyl-1H-indazol-6-yl)methoxy)-3',6'-dihydro-(2,4'-bipyridine)-1'(2'H)-carboxylate C[C@@H]1N(CC=C(C1)C1=NC(=CC=C1)OCC1=CC=C2C=NN(C2=C1)C)C(=O)[O-]